CC(C)N1N=CC(=C1)C1=NN2C(=NC3=C(C2=N1)N=CC=C3)N[C@H]3C(NCCCC3)=O (3R)-3-({2-[1-(propan-2-yl)-1H-pyrazol-4-yl]pyrido[2,3-e][1,2,4]triazolo[1,5-c]pyrimidin-5-yl}amino)azepan-2-one